2,6-DICHLORO-3-FORMYLPYRIDAZINE ClN1NC(=CC=C1C=O)Cl